N-(2-(3-aminophenoxy)-5-methylpyridin-3-yl)-4-chloro-N-((4-chloro-3-(trifluoromethyl)phenyl)sulfonyl)-3-(trifluoromethyl)benzenesulfonamide NC=1C=C(OC2=NC=C(C=C2N(S(=O)(=O)C2=CC(=C(C=C2)Cl)C(F)(F)F)S(=O)(=O)C2=CC(=C(C=C2)Cl)C(F)(F)F)C)C=CC1